methylimidazo[1,2-b]pyridazin CC=1N=C2N(N=CC=C2)C1